(6-hydroxy-5,7-diisopropyl-2,8-dimethylchroman-2-yl)(piperazin-1-yl)methanone OC=1C(=C2CCC(OC2=C(C1C(C)C)C)(C)C(=O)N1CCNCC1)C(C)C